5-(3-{2-methoxy-4-[5-(trifluoromethyl)-1,2,4-oxadiazol-3-yl]phenoxy}propyl)-N,N-dimethylisoxazole-3-carboxamide COC1=C(OCCCC2=CC(=NO2)C(=O)N(C)C)C=CC(=C1)C1=NOC(=N1)C(F)(F)F